C1(CCC1)NC(=O)C1=CC2=C(CN(C2)C2=NOC(C2)(C(F)(F)F)C2=CC(=CC(=C2)Cl)Cl)S1 N-cyclobutyl-5-(5-(3,5-dichlorophenyl)-5-(trifluoromethyl)-4,5-dihydroisoxazol-3-yl)-5,6-dihydro-4H-thieno[2,3-c]pyrrole-2-carboxamide